4-bromo-7-cyclopentyl-9-(4-piperidyl)benzimidazolo[1,2-a]quinazolin-5-one BrC=1C=2C(N=C3N(C2C=CC1)C1=C(N3C3CCCC3)C=C(C=C1)C1CCNCC1)=O